OC(C)(C)C=1C=C(C=CC1)B(O)O (3-(2-hydroxypropan-2-yl)phenyl)boronic acid